BrC1=CC(=C(C=C1)C1=C(C=CC=C1OC)OC)F 4-bromo-2-fluoro-2',6'-dimethoxy-1,1'-biphenyl